C(CCCCCCCCCCC)(=O)OC(CCCCCCCCCCC)=O dodecanoic acid anhydride